4-[4-[4-amino-3-(4-phenoxyphenyl)pyrazolo[3,4-d]pyrimidin-1-yl]-1-piperidinyl]piperidine NC1=C2C(=NC=N1)N(N=C2C2=CC=C(C=C2)OC2=CC=CC=C2)C2CCN(CC2)C2CCNCC2